C[C@H]1COC2(CCC2)CN1C(=O)OC(C)(C)C tert-butyl (S)-7-methyl-5-oxa-8-azaspiro[3.5]nonane-8-carboxylate